CC1=C(C=C(C=C1)C)CC(=O)NC1(CCC(CC1)OC)C(=O)O 1-[2-(2,5-dimethylphenyl)acetamido]-4-methoxycyclohexyl-carboxylic acid